ClC=1C=CC(=NC1)CC1CCC2(CN(C2)C(=O)N2CC3(C2)CC(C3)C3=NC(=NN3)C3CC(C3)(F)F)CC1 [7-[(5-chloro-2-pyridyl)methyl]-2-azaspiro[3.5]nonan-2-yl]-[6-[3-(3,3-difluorocyclobutyl)-1H-1,2,4-triazol-5-yl]-2-azaspiro[3.3]heptan-2-yl]methanone